5-[4-(4-methoxyphenyl)piperazine-1-carbonyl]-6-methyl-N-(1-methylcyclopropyl)furo[2,3-d]pyrimidin-4-amine COC1=CC=C(C=C1)N1CCN(CC1)C(=O)C1=C(OC=2N=CN=C(C21)NC2(CC2)C)C